methyl 3-((1-(2,2-dimethyl-4,6-dioxo-1,3-dioxan-5-ylidene)ethyl)amino)thiophene-2-carboxylate CC1(OC(C(C(O1)=O)=C(C)NC1=C(SC=C1)C(=O)OC)=O)C